BrC=1C(=CC=2N(C1)N=CN2)CBr 6-bromo-7-(bromomethyl)-[1,2,4]triazolo[1,5-a]pyridine